2-(acetylamino)-2-deoxy-β-D-galactopyranos C(C)(=O)N[C@H]1[C@H](O)O[C@@H]([C@@H]([C@@H]1O)O)CO